ethyl (1H)-imidazole-4-carboxylate N1C=NC(=C1)C(=O)OCC